(R)-6-methyl-7-(5-(pyrrolidin-3-yloxy)pentyl)-1,2,3,4-tetrahydro-1,8-naphthyridine hydrochloride Cl.CC=1C=C2CCCNC2=NC1CCCCCO[C@H]1CNCC1